tert-Butyl 4-[4-[3-cyano-5-[1-[5-(difluoromethyl)-3-pyridyl]ethoxy]imidazo[1,2-a]pyridin-7-yl]-5-methyl-triazol-1-yl]piperidine-1-carboxylate C(#N)C1=CN=C2N1C(=CC(=C2)C=2N=NN(C2C)C2CCN(CC2)C(=O)OC(C)(C)C)OC(C)C=2C=NC=C(C2)C(F)F